CO\N=C(\C(=O)OCC)/CC(C)=O (E)-ethyl 2-(methoxyimino)-4-oxopentanoate